N[C@H]1[C@@H]2N(C[C@H]1CC2)C(=O)C2=CC1=C(N(C(=N1)C1=CC3=CC=C4C=NNC4=C3N1CC1CC1)C)C(=C2)F [(1R,4R,7R)-7-amino-2-azabicyclo[2.2.1]heptan-2-yl]-[2-[8-(cyclopropylmethyl)-1H-pyrrolo[3,2-g]indazol-7-yl]-7-fluoro-1-methyl-benzimidazol-5-yl]methanone